C(C=C)(=O)O.C(C=C)(=O)O.C(O)C(CC)(CO)CO.C(O)C(CC)(CO)CO di(trimethylolpropane) diacrylate